FC=1C(=CC(=NC1C)/C(/N)=N/O)C=1C=NC=CC1C (Z)-5'-Fluoro-N'-hydroxy-4,6'-dimethyl-[3,4'-bipyridine]-2'-carboximidamide